P(=O)([O-])([O-])[O-].[Si+4].[Li+] lithium-silicon phosphate